3-(3,4,5-Trimethoxy-phenyl)-acrylic acid COC=1C=C(C=C(C1OC)OC)C=CC(=O)O